2-aminoethyl(tripropoxysilane) NCC[Si](OCCC)(OCCC)OCCC